diphenylguanidine hydrofluoride F.C1(=CC=CC=C1)NC(NC1=CC=CC=C1)=N